C1(CC1)N1CC2=C(CC1)SC=C2 5-cyclopropyl-4,5,6,7-tetrahydrothieno[3,2-c]pyridine